C(\C=C\C(=O)O)(=O)O.CN(CC(CC(C(C)C)N1CC2(C1)CN(CC2)C=2N=CN=NC2OC2=C(C(=O)N(C(C)C)C(C)C)C=C(C=C2)F)O)C 2-((5-(2-((3x-S,5x-R)-6-(dimethylamino)-5-hydroxy-2-methylhexan-3-yl)-2,6-diazaspiro[3.4]oct-6-yl)-1,2,4-triazin-6-yl)oxy)-5-fluoro-N,N-diisopropylbenzamide fumarate